1-(2,6-difluorophenyl)-4-(dimethylamino)-3-methyl-1H-pyrazolo[3,4-b]pyridine-5-carboxylic acid FC1=C(C(=CC=C1)F)N1N=C(C=2C1=NC=C(C2N(C)C)C(=O)O)C